methyl (((ethylthio)carbonyl)oxy)isobutyrate C(C)SC(=O)OC(C(=O)OC)(C)C